N1(CCC1)C(=O)C=1C=NC=C(C1)C1=CC=CC=2N1N=CC2C(=O)N2CCCCC2 azetidin-1-yl(5-(3-(piperidine-1-carbonyl)pyrazolo[1,5-a]pyridin-7-yl)pyridin-3-yl)methanone